4-[[3-[4-(difluoromethoxy)phenyl]imidazo[1,2-a]pyrazin-8-yl]amino]-N-[2-[2-(2-methoxyethoxy)ethoxy]ethyl]-2-methyl-benzamide FC(OC1=CC=C(C=C1)C1=CN=C2N1C=CN=C2NC2=CC(=C(C(=O)NCCOCCOCCOC)C=C2)C)F